8-(4-(trifluoromethyl)phenyl)-1,4-dioxa-8-azaspiro[4.5]decane FC(C1=CC=C(C=C1)N1CCC2(OCCO2)CC1)(F)F